2-(4-((7-(2-ethyl-3-methylbutyl)-7H-pyrrolo[2,3-d]pyrimidin-2-yl)amino)-1H-pyrazol-1-yl)acetic acid C(C)C(CN1C=CC2=C1N=C(N=C2)NC=2C=NN(C2)CC(=O)O)C(C)C